C1(CC1)CN1N=CC=2N(C(N(CC21)C2CCN(CC2)C2=C(C=CC=C2C)F)=O)CC2=C(C=CC=C2)C(F)(F)F 1-cyclopropylmethyl-6-[1-(2-fluoro-6-methyl-phenyl)-piperidin-4-yl]-4-(2-trifluoromethyl-benzyl)-1,4,6,7-tetrahydro-pyrazolo[4,3-d]pyrimidin-5-one